C(C1=CC=CC=C1)OC(=O)N1CCC(CC1)CN1[C@@H](CN(C[C@@H]1C)C1=NC=CC(=C1)Br)C 4-[[(2R,6S)-4-(4-bromo-2-pyridinyl)-2,6-dimethyl-piperazin-1-yl]methyl]piperidine-1-carboxylic acid benzyl ester